(R)-N-(3,3-difluoro-1-(methyl-d3)piperidin-4-yl)-5-(1-(2-fluoroethyl)-1H-benzo[d]imidazol-6-yl)-4-methoxypyrrolo[2,1-f][1,2,4]triazin-2-amine FC1(CN(CC[C@H]1NC1=NN2C(C(=N1)OC)=C(C=C2)C=2C=CC1=C(N(C=N1)CCF)C2)C([2H])([2H])[2H])F